COC=1C=C2C(=CC=NC2=CC1OC)OC1=CC=C(C=C1)N1C(N(C(C1)=O)C1=CC(=CC=C1)OC(F)(F)F)=O 1-{4-[(6,7-dimethoxy-4-quinolinyl)oxy]phenyl}-3-[3-(trifluoromethoxy)phenyl]-2,4-imidazolidinedione